NC1=NC2=CC=CC=C2C(=C1)C1=CC(=C(C=C1)O)C 2-Amino-4-(4-hydroxy-3-methylphenyl)-quinoline